3-[5-[1-[6-[[6-benzyloxy-8-fluoro-7-(1,1,4-trioxo-1,2,5-thiadiazolidin-2-yl)-2-naphthyl]oxy]hexyl]-4-piperidyl]-3-methyl-2-oxo-benzimidazol-1-yl]piperidine-2,6-dione C(C1=CC=CC=C1)OC=1C=C2C=CC(=CC2=C(C1N1S(NC(C1)=O)(=O)=O)F)OCCCCCCN1CCC(CC1)C1=CC2=C(N(C(N2C)=O)C2C(NC(CC2)=O)=O)C=C1